2-methylpentenal CC/C=C(/C)\C=O